N,N-dimethyl-2-phenoxyethane-1-amine CN(CCOC1=CC=CC=C1)C